2-bromo-1,3-diethylbenzene BrC1=C(C=CC=C1CC)CC